[Tris(hydroxymethyl)phosphino]propionic acid OCP(CO)(CO)C(C(=O)O)C